C[C@@H](C1(CO1)C)C=C[C@@H](C)[C@H]1CC[C@H]2C3=CCC4CCCC[C@]4(C)[C@H]3CC[C@]12C epoxy-24(R)-methylcholesta-7,22-dien